[Pb].[Cr].[Ni].[Cu].[Mn] manganese copper nickel chromium lead